5'-methyl-4-pentyl-2'-(prop-1-en-2-yl)-3-(thiophen-2-yl)-[1,1'-biphenyl]-2,6-diol CC=1C=CC(=C(C1)C=1C(=C(C(=CC1O)CCCCC)C=1SC=CC1)O)C(=C)C